N-(3,4-dichloro-1H-indol-7-yl)-1-methylpyrazole-4-sulfonamide ClC1=CNC2=C(C=CC(=C12)Cl)NS(=O)(=O)C=1C=NN(C1)C